NC1=NC(=CC(=N1)N1CCC2(C[C@H](NC2)C(=O)OCC)CC1)O[C@@H](C(F)(F)F)C1=C(C=C(C=C1)Cl)C1=CC=C(C=C1)S(N)(=O)=O (S)-ethyl 8-(2-amino-6-((R)-1-(5-chloro-4'-sulfamoyl-[1,1'-biphenyl]-2-yl)-2,2,2-trifluoroethoxy)pyrimidin-4-yl)-2,8-diazaspiro[4.5]decane-3-carboxylate